The molecule is a branched amino pentasaccharide having beta-D-galactose at the reducing end with a beta-D-galactosyl-(1->4)-[beta-D-galactosyl-(1->4)-beta-D-glucosyl-(1->6)]-N-acetyl-beta-D-glucosaminyl moiety at the 3-position. It is an amino pentasaccharide and a glucosamine oligosaccharide. CC(=O)N[C@@H]1[C@H]([C@@H]([C@H](O[C@H]1O[C@H]2[C@H]([C@H](O[C@H]([C@@H]2O)O)CO)O)CO[C@H]3[C@@H]([C@H]([C@@H]([C@H](O3)CO)O[C@H]4[C@@H]([C@H]([C@H]([C@H](O4)CO)O)O)O)O)O)O[C@H]5[C@@H]([C@H]([C@H]([C@H](O5)CO)O)O)O)O